4-(5-{1-[(6,7-dimethoxy-2-methylquinazolin-4-yl)amino]ethyl}thiophen-2-yl)-N,N-dimethylbenzamide COC=1C=C2C(=NC(=NC2=CC1OC)C)NC(C)C1=CC=C(S1)C1=CC=C(C(=O)N(C)C)C=C1